N-([2,2'-bipyridyl]-6-yl)isoxazol-3-amine N1=C(C=CC=C1NC1=NOC=C1)C1=NC=CC=C1